CC1CN(C(=CC1)C1=CC2=CC=CC=C2C=C1)C(=O)OC(C)(C)C tert-butyl 3-methyl-6-(naphthalen-2-yl)-3,4-dihydropyridine-1(2H)-carboxylate